N1C=NC(=C1)CN1C(N=C(C2=CC=C(C=C12)Cl)NC)=O 1-((1H-imidazol-4-yl)methyl)-7-chloro-4-(methylamino)quinazolin-2(1H)-one